ClC1=C(C=CC(=C1)[N+](=O)[O-])C(C(=O)OC)(C(=O)OC)C dimethyl 2-(2-chloro-4-nitrophenyl)-2-methylmalonate